FC(C(=O)O)(F)F.FC(C(=O)O)(F)F.C(N)(=N)C1=CC=C(CNC(=O)[C@H]2N(CC2)C(=O)[C@@H]2N(CC[C@@H](C2)C2=CC=CC=C2)C)C=C1 (S)-N-(4-carbamimidoylbenzyl)-1-((2R,4S)-1-methyl-4-phenylpiperidine-2-carbonyl)azetidine-2-carboxamide di-trifluoroacetate SALT